FC(CC=1C=C2C(=NC=NC2=CC1)N1CC2(C1)CCN(CC2)CC2=CC=C(C=C2)N)(F)F [4-({2-[6-(2,2,2-Trifluoroethyl)quinazolin-4-yl]-2,7-diazaspiro[3.5]non-7-yl}methyl)phenyl]amine